NC1=C(C2=C(S1)C=CC=C2C2=C(C=C1C(=NC(=NC1=C2F)OC[C@@]2(CN(CC[C@@H]2C(F)F)C)C)N2C[C@](CCC2)(C)O)Cl)C#N 2-amino-4-(6-chloro-2-(((3S,4S)-4-(difluoromethyl)-1,3-dimethylpiperidin-3-yl)methoxy)-8-fluoro-4-((R)-3-hydroxy-3-methylpiperidin-1-yl)quinazolin-7-yl)benzo[b]thiophene-3-carbonitrile